1-(2-Nitro-5-(trifluoromethyl)phenyl)-1H-1,2,4-triazole [N+](=O)([O-])C1=C(C=C(C=C1)C(F)(F)F)N1N=CN=C1